5-(2-Methoxyanilino)-7-[(4-methoxyphenyl)methyl-amino]pyrazolo[1,5-a]pyrimidine-3-carboxylic acid ethyl ester C(C)OC(=O)C=1C=NN2C1N=C(C=C2NCC2=CC=C(C=C2)OC)NC2=C(C=CC=C2)OC